N-(5-((2-(5-azaspiro[2.4]heptan-5-yl)ethyl)carbamoyl)-2-methylpyridin-3-yl)-2-(1-methyl-1H-pyrazol-4-yl)pyrazolo[5,1-b]thiazole-7-carboxamide C1CC12CN(CC2)CCNC(=O)C=2C=C(C(=NC2)C)NC(=O)C=2C=NN1C2SC(=C1)C=1C=NN(C1)C